2-((2R,6S)-2,6-Dimethylpiperidin-1-yl)ethan-1-amine C[C@H]1N([C@H](CCC1)C)CCN